4-(3-(trifluoromethyl)-3H-diazin-3-yl)benzyl-amine FC(C1(NN=CC=C1)C1=CC=C(CN)C=C1)(F)F